5-cyclopropyl-6-(3-methylimidazo[4,5-c]pyridin-7-yl)-3-[[5-methyl-1-(2,2,2-trifluoroethyl)pyrazol-4-yl]amino]pyrazine-2-carboxamide C1(CC1)C=1N=C(C(=NC1C=1C2=C(C=NC1)N(C=N2)C)C(=O)N)NC=2C=NN(C2C)CC(F)(F)F